tert-butyl 6-(4-(2,6-bis(benzyloxy)pyridin-3-yl)-3,5-difluorophenyl)-2,6-diazaspiro[3.4]octane-2-carboxylate C(C1=CC=CC=C1)OC1=NC(=CC=C1C1=C(C=C(C=C1F)N1CC2(CN(C2)C(=O)OC(C)(C)C)CC1)F)OCC1=CC=CC=C1